N-[(2S)-6-[(3S,4S)-3-amino-4-methoxypyrrolidin-1-yl]-1,2,3,4-tetrahydronaphthalen-2-yl]-7-ethyl-7H-pyrrolo[2,3-c]pyridazine-3-carboxamide N[C@H]1CN(C[C@@H]1OC)C=1C=C2CC[C@@H](CC2=CC1)NC(=O)C1=CC2=C(N=N1)N(C=C2)CC